ClC=1C(=NC=C(C1)Cl)O[C@@H](CNC1=NC(=NC(=C1Cl)CC)C)C |r| (RS)-N-(2-((3,5-dichloropyridin-2-yl)oxy)propyl)-5-chloro-2-methyl-6-ethylpyrimidin-4-amine